(1R,4R)-4-(2,7-dimethyl-4-(((R)-1-(3-nitro-5-(trifluoromethyl)phenyl)ethyl)amino)quinazoline-6-yl)cyclohexane-1-carboxylic acid CC1=NC2=CC(=C(C=C2C(=N1)N[C@H](C)C1=CC(=CC(=C1)C(F)(F)F)[N+](=O)[O-])C1CCC(CC1)C(=O)O)C